C(CCCCC)C(CC=1C=C(SC1)C1=CC2=C(S1)C=1SC(=CC1C(C2=O)=O)C=2SC=C(C2)CC(CCCCCCCC)CCCCCC)CCCCCCCC 2,7-bis(4-(2-hexyldecyl)thiophen-2-yl)benzo[2,1-b:3,4-b']dithiophene-4,5-dione